butyl ((3'-fluoro-5-isobutyl-4'-((2-isopropyl-1H-imidazol-1-yl)methyl)-[1,1'-biphenyl]-2-yl)sulfonyl)carbamate FC=1C=C(C=CC1CN1C(=NC=C1)C(C)C)C1=C(C=CC(=C1)CC(C)C)S(=O)(=O)NC(OCCCC)=O